C(C)(=O)NC(C(=O)N(C)CC(C(CNC)OCCCCCCCCCCCC)OCCCCCCCCCCCC)CC=1N=CNC1 2-acetamido-N-(2,3-bis(dodecyloxy)-4-(methylamino)butyl)-3-(1H-imidazol-4-yl)-N-methylpropanamide